8'-(4-acryloylpiperazin-1-yl)-11'-(7-fluoro-2-oxo-2,3-dihydrobenzo[d]thiazol-4-yl)-10'-(trifluoromethyl)-2'H,4'H,6'H-spiro[cyclobutane-1,3'-[1,4]thiazepino[2,3,4-ij]quinazolin]-6'-one C(C=C)(=O)N1CCN(CC1)C1=NC(N2C3=C(C(=C(C=C13)C(F)(F)F)C1=CC=C(C3=C1NC(S3)=O)F)SCC3(C2)CCC3)=O